p-aminofluorobenzene C1=CC(=CC=C1N)F